(1R,3r)-3-(((2R,3R,11bR)-3-(tert-butoxy)-2-hydroxy-10-methoxy-1,3,4,6,7,11b-hexahydro-2H-pyrido[2,1-a]isoquinolin-9-yl)oxy)cyclobutane-1-carbonitrile C(C)(C)(C)O[C@H]1[C@@H](C[C@H]2N(CCC3=CC(=C(C=C23)OC)OC2CC(C2)C#N)C1)O